N-(3-triethoxysilylpropyl)-4,5-dihydroimidazole tert-butyl-(4S)-4-carbamoyl-4-(4-iodo-1,3-dioxoisoindol-2-yl)butanoate C(C)(C)(C)OC(CC[C@H](N1C(C2=CC=CC(=C2C1=O)I)=O)C(N)=O)=O.C(C)O[Si](CCCN1C=NCC1)(OCC)OCC